2-((2-(trifluoromethyl)-4-pyridinyl)carbonyl)-2-azabicyclo[3.1.0]hexane-3-carboxamide FC(C1=NC=CC(=C1)C(=O)N1C2CC2CC1C(=O)N)(F)F